8-fluoro-4-(4-nitro-1H-imidazol-1-yl)quinoline FC=1C=CC=C2C(=CC=NC12)N1C=NC(=C1)[N+](=O)[O-]